FC(OC=1C=C(C=CC1)C12CCN(CC2C1)C(=O)C1CC2(C1)NC(CC2)=O)(F)F (rac)-(2r,4s)-2-(6-(3-(Trifluoromethoxy)phenyl)-3-azabicyclo[4.1.0]heptan-3-carbonyl)-5-azaspiro[3.4]octan-6-on